4-(3-(diethoxymethyl)-5-(trifluoromethoxy)phenoxy)-1-(tetrahydro-2H-pyran-2-yl)-1H-pyrazole C(C)OC(C=1C=C(OC=2C=NN(C2)C2OCCCC2)C=C(C1)OC(F)(F)F)OCC